bis(1-octyloxy-2,2,6,6-tetramethylpiperid-4-yl)sebacate C(CCCCCCC)ON1C(CC(CC1(C)C)OC(CCCCCCCCC(=O)OC1CC(N(C(C1)(C)C)OCCCCCCCC)(C)C)=O)(C)C